C(C)(C)(C)OC(=O)NC=1C(N(C=CC1)C(C(=O)O)CC1CC1)=O 2-(3-((tert-Butoxycarbonyl)amino)-2-oxopyridin-1(2H)-yl)-3-cyclopropylpropanoic acid